2-(2-(prop-2-yn-1-yloxy)ethoxy)ethan-1-ol C(C#C)OCCOCCO